FC=1C=C(C2=C(NC(=N2)CN2C(C(=CC=C2)NC([C@H](CC\C=C\C(N2CCCC2)=O)NC(OC)=O)=O)=O)C1)CCC(F)(F)F methyl (S,E)-(1-((1-((6-fluoro-4-(3,3,3-trifluoropropyl)-1H-benzo[d]imidazol-2-yl)methyl)-2-oxo-1,2-dihydropyridin-3-yl)amino)-1,7-dioxo-7-(pyrrolidin-1-yl)hept-5-en-2-yl)carbamate